3-oxospiro[furo[2,3-b]pyridine-2,4'-piperidine]-1'-carboxylic acid tert-butyl ester C(C)(C)(C)OC(=O)N1CCC2(CC1)C(C=1C(=NC=CC1)O2)=O